ClC=1C=C(C=CC1)C(=O)N1C2CN(C(C1)CC2)CC2=C(N=C1N2C=CC=C1)C1=CC=C(C=C1)Cl (3-Chlorophenyl)(5-{[2-(4-chlorophenyl)imidazo-[1,2-a]pyridin-3-yl]methyl}-2,5-diazabicyclo[2.2.2]oct-2-yl)methanon